2-((5-chloro-2-((2-(difluoromethoxy)-4-((1S,4S)-5-isopropyl-2,5-diazabicyclo[2.2.1]heptan-2-yl)phenyl)amino)pyrimidin-4-yl)amino)thiophene-3-carboxamide ClC=1C(=NC(=NC1)NC1=C(C=C(C=C1)N1[C@@H]2CN([C@H](C1)C2)C(C)C)OC(F)F)NC=2SC=CC2C(=O)N